4-METHYL-1,3-THIAZOLE-2-CARBALDEHYDE CC=1N=C(SC1)C=O